2-(2-(3-(2,3-dihydrobenzo[b][1,4]dioxin-6-yl)-2-methylphenyl)-6-(((2-hydroxyethyl)amino)methyl)-[1,2,4]triazolo[1,5-a]pyridin-8-yl)acetonitrile O1C2=C(OCC1)C=C(C=C2)C=2C(=C(C=CC2)C2=NN1C(C(=CC(=C1)CNCCO)CC#N)=N2)C